C(C)(C)N1N=CC(=C1)C(=O)N1CC2=C(C=C(C=C2CC1)C=1C=C2C(=NC1)NC=C2C)[C@H]2NCCC2 (S)-(1-isopropyl-1H-pyrazol-4-yl)(6-(3-methyl-1H-pyrrolo[2,3-b]Pyridin-5-yl)-8-(pyrrolidin-2-yl)-3,4-dihydroisoquinolin-2(1H)-yl)methanone